2-methyl-1,3-benzothiazole CC=1SC2=C(N1)C=CC=C2